5-methyl-2-(trifluoromethyl)imidazo[1,2-a]pyridin CC1=CC=CC=2N1C=C(N2)C(F)(F)F